sodium biphenylate C=1(C(=CC=CC1)C(=O)[O-])C1=CC=CC=C1.[Na+]